tert-butyl (S)-benzyl(3-cyclopropyl-6-((1-methylpiperidin-3-yl)amino)imidazo[1,2-b]pyridazin-8-yl)carbamate C(C1=CC=CC=C1)N(C(OC(C)(C)C)=O)C=1C=2N(N=C(C1)N[C@@H]1CN(CCC1)C)C(=CN2)C2CC2